CNC(=O)N1[C@@H](CCC1)C1CCN(CC1)C=1C=CN(C=CC1)C1=NC(=NO1)C (2S)-N-methyl-2-{1-[1-(3-methyl-1,2,4-oxadiazol-5-yl)azepin-4-yl]piperidin-4-yl}pyrrolidine-1-carboxamide